OC1=C(C(=C2C(=C(C(OC2=C1[2H])=O)[2H])[2H])[2H])[2H] 7-hydroxycoumarin-d5